3-[(1S)-7-chloro-8-methoxy-2-(2-methoxyacetyl)-1-methyl-1,3-dihydropyrrolo[3,4-c]quinolin-6-yl]propanoic acid ClC=1C(=CC=2C3=C(C=NC2C1CCC(=O)O)CN([C@H]3C)C(COC)=O)OC